(S)-3-amino-4-(1-(4-((5-chloro-3-fluoropyridin-2-yl)oxy)phenyl)-1H-1,2,3-triazol-4-yl)butanoic acid hydrochloride Cl.N[C@H](CC(=O)O)CC=1N=NN(C1)C1=CC=C(C=C1)OC1=NC=C(C=C1F)Cl